(6aR,10aR)-6,6,9-trimethyl-3-pentyl-6a,7,8,10a-tetrahydro-6H-benzo[c]chromen-1-yl 4-methylpiperazine-1-carboxylate CN1CCN(CC1)C(=O)OC1=C2[C@H]3[C@H](C(OC2=CC(=C1)CCCCC)(C)C)CCC(=C3)C